2-(4-bromo-3-fluorophenyl)-5-propyltetrahydropyran BrC1=C(C=C(C=C1)C1OCC(CC1)CCC)F